1,2-di-tert-butyl (3S)-3-(hydroxymethyl)-1,2-diazinane-1,2-dicarboxylate OC[C@H]1N(N(CCC1)C(=O)OC(C)(C)C)C(=O)OC(C)(C)C